2-(3-pyridin-2-yl-4-quinolin-4-yl-pyrazol-1-yl)-acetamide N1=C(C=CC=C1)C1=NN(C=C1C1=CC=NC2=CC=CC=C12)CC(=O)N